O=C1N(N=C(C=C1C(=O)N[C@@H](C(F)(F)F)CO)C1=CC=C(C=C1)C(F)(F)F)C=1C=NC=CC1 3-oxo-2-(pyridin-3-yl)-N-[(2R)-1,1,1-trifluoro-3-hydroxypropan-2-yl]-6-[4-(trifluoromethyl)phenyl]-2,3-dihydropyridazine-4-carboxamide